N-(2-((3,5-difluorophenyl)amino)-5H-pyrrolo[3,2-d]pyrimidin-7-yl)-4-(4-methylpiperazin-1-yl)-2-((tetrahydro-2H-pyran-4-yl)amino)benzamide FC=1C=C(C=C(C1)F)NC=1N=CC2=C(N1)C(=CN2)NC(C2=C(C=C(C=C2)N2CCN(CC2)C)NC2CCOCC2)=O